CN(C)C=NC1=C(C(=O)OC)C=CC(=C1)OC methyl 2-((dimethylamino) methyleneamino)-4-methoxybenzoate